2,2'-di-(diphenylphosphinomethyl)-1,1-binaphthyl C1(=CC=CC=C1)P(C1=CC=CC=C1)CC1=C(C2=CC=CC=C2C=C1)C1=C(C=CC2=CC=CC=C12)CP(C1=CC=CC=C1)C1=CC=CC=C1